[5-fluoro-6-[1-ethyl-4-(trifluoromethyl)imidazol-2-yl]-3-pyridyl]methanol FC=1C=C(C=NC1C=1N(C=C(N1)C(F)(F)F)CC)CO